FC(C=1C=C(C=NC1)OCCC=1C=C2C(=CNC2=CC1)NC(C)=O)F N-[5-(2-([5-(difluoromethyl)pyridin-3-yl]oxy)ethyl)-1H-indol-3-yl]acetamide